BrC1=C(C=C2C(=NC(N3C2=C1OCC3CN3CCN(CC3)C)=O)N3C[C@H](N(C[C@@H]3C)C(=O)OC(C)(C)C)C)Cl (2R,5S)-tert-butyl 4-(10-bromo-9-chloro-3-((4-methylpiperazin-1-yl)methyl)-5-oxo-3,5-dihydro-2H-[1,4]oxazino[2,3,4-ij]quinazolin-7-yl)-2,5-dimethylpiperazine-1-carboxylate